OC[C@]1(O)[C@H](O)[C@H](O)[C@@H](O)CO1 α-L-tagatopyranose